tert-butyl 5-(5-amino-6-methyl-2,3-dihydrofuro[3,2-b]pyridin-7-yl)-2-methyl-2,3,4,7-tetrahydroazepine-1-carboxylate NC1=C(C(=C2C(=N1)CCO2)C=2CCC(N(CC2)C(=O)OC(C)(C)C)C)C